(1S,3S)-3-((2-methyl-6-(1-methyl-5-((((pentyloxy)carbonyl)amino)methyl)-1H-1,2,3-triazol-4-yl)pyridin-3-yl)oxy)cyclohexane-1-carboxylic acid CC1=NC(=CC=C1O[C@@H]1C[C@H](CCC1)C(=O)O)C=1N=NN(C1CNC(=O)OCCCCC)C